C(C)(C)(C)OC(=O)N1CCC(CC1)(O)[C@@H](C(F)(F)F)C1=NC=C(C=C1)Cl tert-butyl-(S)-4-(1-(5-chloropyridin-2-yl)-2,2,2-trifluoroethyl)-4-hydroxypiperidine-1-carboxylate